C1(CCCC1)N1C[C@@]([C@@H](C1)C1=CC=C(C=C1)OC)(F)C(=O)N1C[C@@H]([C@H](C1)COC)C1=C(C=C(C=C1)C(F)(F)F)N1CCC(CC1)C(=O)O 1-{2-[(3S,4R)-1-{[(3R,4R)-1-cyclopentyl-3-fluoro-4-(4-methoxyphenyl)pyrrolidin-3-yl]carbonyl}-4-(methoxymethyl)pyrrolidin-3-yl]-5-(trifluoromethyl)phenyl}piperidine-4-carboxylic acid